F[P-](F)(F)(F)(F)F.FC1=C(C(=C(C(=C1F)F)F)F)[N+]=1N=C2COCCN2C1 2-(perfluorophenyl)-5,6-dihydro-8H-[1,2,4]triazolo[3,4-c][1,4]oxazin-2-ium hexafluorophosphate